(1R,2S,4R)-2'-isopropyl-1,7,7-trimethylspiro[bicyclo-[2.2.1]heptane-2,4'-[1,3]dioxane] C(C)(C)C1OCC[C@]2(O1)[C@@]1(CC[C@H](C2)C1(C)C)C